C1(CC1)C1=C(C=2C(=NC=C(C2)C(C)(C)O)N1)C=1C=CC=C(C1)C1CC(NC1)=O 4-(5-(2-cyclopropyl-5-(2-hydroxyprop-2-yl)-1H-pyrrolo[2,3-b]pyridin-3-yl)phenyl)pyrrolidin-2-one